cetyl hydroxypropyl phosphate P(=O)(OCCCCCCCCCCCCCCCC)(OCCCO)[O-]